(1-Ethyl-2-oxo-1,2-dihydrobenzo[cd]indole-6-sulfonamido)benzoic acid C(C)N1C(C2=C3C(C(=CC=C13)S(=O)(=O)NC1=C(C(=O)O)C=CC=C1)=CC=C2)=O